OC[C@H](C1=CC=CC=C1)NC1=CC(=NC=C1C1=NC(=NO1)C1=NC=CC=C1)NC=1N=CC2=C(N1)C(OB2O)(C)C (S)-5-((4-((2-hydroxy-1-phenylethyl)amino)-5-(3-(pyridin-2-yl)-1,2,4-oxadiazol-5-yl)pyridin-2-yl)amino)-3,3-dimethyl-[1,2]oxaborolo[4,3-d]pyrimidin-1(3H)-ol